4-[2-(methylsulfanyl)-7-oxo-5-[2-(triisopropylsilyl)ethynyl]pyrido[2,3-d]pyrimidin-8-yl]pyrrolidin-2-one CSC=1N=CC2=C(N1)N(C(C=C2C#C[Si](C(C)C)(C(C)C)C(C)C)=O)C2CC(NC2)=O